(S)-7-(1-amino-1,3-dihydrospiro[indene-2,4'-piperidin]-1'-yl)-3-(2,3-dichlorophenyl)pteridine-2,4(1H,3H)-dione N[C@@H]1C2=CC=CC=C2CC12CCN(CC2)C2=CN=C1C(N(C(NC1=N2)=O)C2=C(C(=CC=C2)Cl)Cl)=O